3-(1-methyl-7-(7-(piperazin-1-ylmethyl)-2-azaspiro[3.5]nonan-2-yl)-1H-indazol-3-yl)piperidine-2,6-dione trifluoroacetate FC(C(=O)O)(F)F.CN1N=C(C2=CC=CC(=C12)N1CC2(C1)CCC(CC2)CN2CCNCC2)C2C(NC(CC2)=O)=O